Pyrido[2,3-e][1,4]Oxaazepane-9(7H)-carboxylate N1CCOCC2=C1N(CCC2)C(=O)[O-]